3-(dibenzylamino)-2,2-difluoropropionic acid ethyl ester C(C)OC(C(CN(CC1=CC=CC=C1)CC1=CC=CC=C1)(F)F)=O